3-(4-(3-amino-3-oxopropyl)phenyl)propionic acid ethyl ester C(C)OC(CCC1=CC=C(C=C1)CCC(=O)N)=O